CN(C)C1=C(C(=C(C=C1)C(O)(C1=CC=CC=C1)C1=CC=CC=C1)N(C)C)N(C)C tris(dimethylamino)triphenylmethanol